4-(4-Ethyl-3-iodophenyl)-4-methyl-3-oxopentanoic acid C(C)C1=C(C=C(C=C1)C(C(CC(=O)O)=O)(C)C)I